ethylene glycol mono-normal propyl ether C(CC)OCCO